(S)-1-cyclopropyl-2,2,2-trifluoroethanamine hydrochloride Cl.C1(CC1)[C@@H](C(F)(F)F)N